(3,3-diethyl)trimethylene glycol C(C)C(CCO)(CC)O